C(#N)C=1C=CC(=NC1)N1C[C@@H](CC1)NC(=O)[C@H]1CCN(C2(CC2)C1)C(=O)C1=NNC(=C1)C1=CC(=NC=C1F)OC (S)-N-((R)-1-(5-cyanopyridin-2-yl)pyrrolidin-3-yl)-4-(5-(5-fluoro-2-methoxypyridin-4-yl)-1H-pyrazole-3-carbonyl)-4-azaspiro[2.5]octane-7-carboxamide